(7-ethyl-6-oxo-5,6-dihydro-1,5-naphthyridin-3-yl)methanol C(C)C=1C(NC=2C=C(C=NC2C1)CO)=O